C(C(=O)[O-])(=O)[O-] Anti-Oxalat